ClC1=CC=C(C=N1)CN1C(NC2=C(C1=O)C=CS2)=O 3-((6-chloropyridin-3-yl)methyl)thieno[2,3-d]pyrimidine-2,4(1H,3H)-dione